The molecule is a pterin phosphate that is 7,8-dihydroneopterin carrying a single monophosphate substituent at position 2'. It is a dihydropterin, a member of neopterins and a pterin phosphate. It derives from a 7,8-dihydroneopterin. It is a conjugate acid of a 7,8-dihydroneopterin 2'-phosphate(2-). C1C(=NC2=C(N1)N=C(NC2=O)N)[C@@H]([C@@H](CO)OP(=O)(O)O)O